N-[(3S,11S)-3-(2-aminoethyl)-4-oxo-2,5-diazabicyclo[10.3.1]Hexadec-1(16),12,14-trien-11-yl]-5-chloro-1-(3-chloro-2-fluorophenyl)-1H-pyrazole-4-carboxamide trihydrochloride Cl.Cl.Cl.NCC[C@@H]1NC=2C=CC=C([C@H](CCCCCNC1=O)NC(=O)C=1C=NN(C1Cl)C1=C(C(=CC=C1)Cl)F)C2